P(=O)([O-])([O-])[O-].C(CCCCCCCCCCCCCCCCC)[NH3+].C(CCCCCCCCCCCCCCCCC)[NH3+].C(CCCCCCCCCCCCCCCCC)[NH3+] octadecyl-ammonium phosphat